8-(4,4-dimethylcyclohex-1-en-1-yl)-6-methoxy-N-(1-(oxazol-2-yl)ethyl)quinoline-3-carboxamide CC1(CC=C(CC1)C=1C=C(C=C2C=C(C=NC12)C(=O)NC(C)C=1OC=CN1)OC)C